Benzyl 6-[(2S)-2-[(2-methylpropan-2-yl)oxycarbonyl]piperidin-1-yl]-3,4-dihydro-1H-isoquinoline-2-carboxylate CC(C)(C)OC(=O)[C@H]1N(CCCC1)C=1C=C2CCN(CC2=CC1)C(=O)OCC1=CC=CC=C1